tert-butyl 4-(8-(5-carbamoylpyridin-3-yl)-1-(3,5-dichlorophenyl)-7-methoxy-4,5-dihydro-1H-benzo[g]indazole-3-carbonyl)-3,3-dimethylpiperazine-1-carboxylate C(N)(=O)C=1C=C(C=NC1)C1=CC2=C(CCC=3C(=NN(C23)C2=CC(=CC(=C2)Cl)Cl)C(=O)N2C(CN(CC2)C(=O)OC(C)(C)C)(C)C)C=C1OC